3,5-difluoropicolinecarbonitrile FC=1C(=NC=C(C1)F)CC#N